Sodium hydroxymethoxybenzophenone OCOC1=C(C(=O)C2=CC=CC=C2)C=CC=C1.[Na]